C(CCC)[Si](C=1C=C(C2=C(OC([C@H]3[C@H]2CC(=CC3)CO)(C)C)C1)O)(C)C (6aR,9S,10aR)-3-(butyldimethylsilyl)-9-hydroxymethyl-6,6-dimethyl-6a,7,10,10a-tetrahydro-6H-dibenzo[b,d]pyran-1-ol